CN1C(=C(C=CC1=O)C(=O)OCC)N1CCOCC1 ethyl 1-methyl-2-morpholino-6-oxo-1,6-dihydropyridine-3-carboxylate